5,7-dioxo-1,2,4,4a,5,6,7,8-octahydro-3H-pyrazino[1',2':4,5]Pyrazino[2,3-c][1,8]naphthyridine-3-carboxylate O=C1C2N(C3=C(C(NC=4N=CC=CC34)=O)N1)CCN(C2)C(=O)[O-]